8-(1-cyclopropyl-3-(diethoxyphosphoryl)-3,3-difluoropropyl)-1,4-dioxaspiro[4.5]dec-7-ene-7-carboxylate C1(CC1)C(CC(F)(F)P(=O)(OCC)OCC)C1=C(CC2(OCCO2)CC1)C(=O)[O-]